BrC1=CC=C2C(=CC(=NC2=C1)Cl)O 7-bromo-2-chloroquinoline-4-ol